FC(C1=NNC2=CC=C(C=C12)N1CC=CC2=CC=CC(=C12)C(=O)N)(F)F [3-(trifluoromethyl)-1H-indazol-5-yl]-1H-quinoline-8-carboxamide